FC=1C(=NC(=NC1)NC1=CC(=CC=C1)N1N=CC(=C1)C)N1C=C(C2=CC=CC=C12)C(=O)N 1-{5-fluoro-2-[3-(4-methyl-pyrazol-1-yl)-phenylamino]-pyrimidin-4-yl}-1H-indole-3-carboxylic acid amide